BrC1=CC(=C2NC(C=3N(C2=C1F)C(=NN3)C)(C)C)CC 8-bromo-6-ethyl-9-fluoro-1,4,4-trimethyl-4,5-dihydro-[1,2,4]triazolo[4,3-a]quinoxaline